(2R)-N-[(1S)-1-cyano-2-[(3S)-2-oxopyrrolidin-3-yl]ethyl]-3-cyclopropyl-2-(1-oxo-2,6-diazaspiro[4.5]decan-2-yl)propenamide C(#N)[C@H](C[C@H]1C(NCC1)=O)NC(C(=CC1CC1)N1C(C2(CC1)NCCCC2)=O)=O